CP(=O)(C)C=1C=C2C(=NC(=NC2=CC1C(=O)N)C)NC(C)C1=C(C(=CC=C1)C(F)(F)F)C 6-(dimethylphosphoryl)-2-methyl-4-((1-(2-methyl-3-(trifluoromethyl)phenyl)ethyl)amino)quinazoline-7-formamide